4-(1-methyl-1H-pyrazol-3-yl)-5-(pyrrolidin-3-yl)-2-(3,3,4,4-tetrafluoropyrrolidin-1-yl)pyridine hydrochloride Cl.CN1N=C(C=C1)C1=CC(=NC=C1C1CNCC1)N1CC(C(C1)(F)F)(F)F